NC1=C2C(=NC=N1)N(N=C2C2=CC=C(C=1N2C=CN1)NC(=O)NC1=CC(=C(C=C1)OC1CCN(CC1)CC)C(F)(F)F)C1CC1 1-(5-(4-AMINO-1-CYCLOPROPYL-1H-PYRAZOLO[3,4-D]PYRIMIDIN-3-YL)IMIDAZO[1,2-A]PYRIDIN-8-YL)-3-(4-((1-ETHYLPIPERIDIN-4-YL)OXY)-3-(TRIFLUOROMETHYL)PHENYL)UREA